6-chloro-1-(((2R,4R)-4-(methylsulfonyl)pent-2-yl)oxy)-2,7-naphthyridine ClC=1C=C2C=CN=C(C2=CN1)O[C@H](C)C[C@@H](C)S(=O)(=O)C